BrC1=CC=C2C(=CC(=NC2=C1O)C1=CC=CC=C1)N1C=NC=C1 7-Bromo-4-(1H-Imidazol-1-Yl)-2-Phenylquinolin-8-Ol